ClC1=CN=C2N1N=C(C=C2[C@@H]2[C@H](C2)C(F)F)C=2C(NC(NC2)=O)=O 5-(3-Chloro-8-((1S,2S)-2-(difluoromethyl)cyclopropyl)imidazo[1,2-b]pyridazin-6-yl)pyrimidine-2,4(1H,3H)-dione